C1(CC1)CC1=NOC(=N1)CC1=C(N=NN1C)C1=CC=C(C(=N1)C)O[C@@H]1C[C@H](CCC1)C(=O)O (1S,3S)-3-((6-(5-((3-(cyclopropyl-methyl)-1,2,4-oxadiazol-5-yl)methyl)-1-methyl-1H-1,2,3-triazol-4-yl)-2-methylpyridin-3-yl)oxy)cyclohexane-1-carboxylic acid